C[C@H]1CN(C[C@H](N1)C=1C(=C2COC(C2=CC1)=O)C)CC=1C=NN(C1)C1=CC=CC(=N1)N1C(OCC1)=O 3-(6-(4-(((3S,5R)-3-methyl-5-(4-methyl-1-oxo-1,3-dihydroisobenzofuran-5-yl)piperazin-1-yl)methyl)-1H-pyrazol-1-yl)pyridin-2-yl)oxazolidin-2-one